CCCCC/C=C\C/C=C\C/C=C\CCCCC(=O)OC[C@H](COP(=O)([O-])OCC[N+](C)(C)C)OC(=O)CCCCCCC/C=C\CCCC 1-(6Z,9Z,12Z-octadecatrienoyl)-2-(9Z-tetradecenoyl)-glycero-3-phosphocholine